[Ca].[Ba].[Sn] tin barium calcium